6-((1H-pyrazol-1-yl)methoxy)-N-(6-chloropyridin-3-yl)isoquinolin-1-amine N1(N=CC=C1)COC=1C=C2C=CN=C(C2=CC1)NC=1C=NC(=CC1)Cl